N1CC(C1)=CC(C)N1C(C2=CC=CC=C2C1=O)=O (d)-2-(1-(azetidin-3-ylidene)propan-2-yl)isoindoline-1,3-dione